Racemic-8-((S,2S,4R)-bicyclo[2.2.1]heptan-2-yl)-6-(difluoromethyl)-2-((1-(methylsulfonyl)piperidin-4-yl)amino)pyrido[2,3-d]pyrimidin-7(8H)-one [C@H]12[C@H](C[C@H](CC1)C2)N2C(C(=CC1=C2N=C(N=C1)NC1CCN(CC1)S(=O)(=O)C)C(F)F)=O |r|